2-chloro-N-(4-(oxazol-5-yl)phenyl)-N-(2-oxo-1-(pyridin-3-yl)-2-((tetrahydro-2H-pyran-4-yl)amino)ethyl)acetamide zirconium [Zr].ClCC(=O)N(C(C(NC1CCOCC1)=O)C=1C=NC=CC1)C1=CC=C(C=C1)C1=CN=CO1